C(C)OC(CC(C1=CC(=CC=C1)CNC)C1=C(C2=C(N(N=N2)CCCOCC2=CC=C(C(=O)O)C=C2)C=C1)C)=O 4-((3-(5-(3-ethoxy-1-(3-((methylamino)methyl)phenyl)-3-oxopropyl)-4-methyl-1H-benzo[d][1,2,3]triazol-1-yl)propoxy)methyl)benzoic acid